NCC(=O)N[C@@H](CCCNC(N)=N)C(=O)NC1=CC2=CC=CC=C2C(=C1)OC glycyl-arginyl-4-methoxy-beta-naphthylamine